(R)-1-(3-chloro-4-fluorophenyl)-3-(8-fluoro-6-oxo-1,4,5,6-tetrahydro-2H-pyrano[3,4-c]isoquinolin-1-yl)urea ClC=1C=C(C=CC1F)NC(=O)N[C@H]1COCC=2NC(C=3C=C(C=CC3C21)F)=O